O[C@H](COC=1C=C(C=CC1)S(=O)(=O)NC)CN[C@H]1COC2(C1)CCN(CC2)S(=O)(=O)C2=CC1=C(NC(=N1)C)C=C2 3-((S)-2-hydroxy-3-((R)-8-(2-methyl-1H-benzo[d]imidazol-5-ylsulfonyl)-1-oxa-8-azaspiro[4.5]decan-3-ylamino)propoxy)-N-methylbenzenesulfonamide